BrC1=C(C=C(C=C1)Br)I 2,5-dibromoiodobenzene